2-(4-bromo-2,5-dimethoxyphenyl)ethan-1,1,2,2-d4-1-amine BrC1=CC(=C(C=C1OC)C(C(N)([2H])[2H])([2H])[2H])OC